6-Chloro-8-[4-(2,3-dihydro-benzo[1,4]dioxin-2-ylmethoxy)-phenyl]-1-methyl-9H-pyrido[3,4-b]indole ClC=1C=C2C3=C(NC2=C(C1)C1=CC=C(C=C1)OCC1COC2=C(O1)C=CC=C2)C(=NC=C3)C